CC1=C(C=NN1)C=1N=C(C2=C(N1)C=NC=C2)N2CCC1(CCN(C1)[C@H]1[C@@H](CCC1)O)CC2 trans-2-(8-(2-(5-methyl-1H-pyrazol-4-yl)pyrido[3,4-d]pyrimidin-4-yl)-2,8-diazaspiro[4.5]decan-2-yl)cyclopentan-1-ol